ClC=1C=C(C=CC1C(=O)N1CCCCC1)NC1CN(C1)C1CCN(CC1)C([C@](C(F)(F)F)(C1=CC=CC=C1)O)=O (S)-1-(4-(3-((3-chloro-4-(piperidine-1-carbonyl)phenyl)amino)azetidin-1-yl)piperidin-1-yl)-3,3,3-trifluoro-2-hydroxy-2-phenylpropan-1-one